FC(C1=C(C=CC=C1)CN)(F)F 1-(2-(trifluoromethyl)phenyl)methanamine